IC1=C(C=CC=C1)[S+](C1=CC=CC=C1)C1=C(C=CC=C1)I bis(iodophenyl)phenylsulfonium